chloro-N-((1R,3s,5S)-1,5-dimethyl-8-azabicyclo[3.2.1]oct-3-yl)-N-methyl-4-(2-(2-methylquinazolin-4-yl)cyclopropyl)benzamide ClC1=C(C(=O)N(C)C2C[C@]3(CC[C@@](C2)(N3)C)C)C=CC(=C1)C1C(C1)C1=NC(=NC3=CC=CC=C13)C